1-(4-isopropylphenyl)-3-(quinoxalin-6-yl)prop-2-en-1-one C(C)(C)C1=CC=C(C=C1)C(C=CC=1C=C2N=CC=NC2=CC1)=O